7-(pyridin-2-yl)heptan-1-ol N1=C(C=CC=C1)CCCCCCCO